O=C1NC(CCC1N1CC2=CC=CC(=C2C1=O)C#CCCCN1CCC(CC1)C1=CC=C(C(=O)N2CCC(CC2)CCCCNC(\C=C\C=2C=NC=CC2)=O)C=C1)=O (E)-N-(4-(1-(4-(1-(5-(2-(2,6-dioxopiperidin-3-yl)-3-oxoisoindolin-4-yl)pent-4-yn-1-yl)piperidin-4-yl)benzoyl)piperidin-4-yl)butyl)-3-(pyridin-3-yl)acrylamide